C1(=CC=CC=C1)NC(OC(C)CC)=O 2-n-butyl phenylcarbamate